OC=1C=C(C(=O)OCCCCCCCCCCCCCCCC)C=C(C1O)O hexadecyl 3,4,5-trihydroxybenzoate